chloro-N-(3-(3-cyclopropyl-3-methylbut-1-yn-1-yl)-5-fluorophenyl)-N-(2,2-difluoroethyl)-[1,2,4]triazolo[4,3-a]quinazolin-5-amine ClC1=NN=C2N1C1=CC=CC=C1C(=N2)N(CC(F)F)C2=CC(=CC(=C2)F)C#CC(C)(C)C2CC2